BrC1=CC(=C(C=C1)CCl)C 4-bromo-1-(chloromethyl)-2-methyl-benzene